N-(4-ethoxycarbonylphenyl)pivaloamide C(C)OC(=O)C1=CC=C(C=C1)NC(C(C)(C)C)=O